C1=CC(=C(C=C1O)O)F 2,4-dihydroxyfluorobenzene